C(C)(C)(C)OC(=O)N1[C@H](CN(C[C@H]1C)C1=NC(NC2=C(C(=C(C=C12)C(F)(F)F)Cl)SCC(CO)C=1C=NC=CC1)=O)C (2S,6R)-4-(7-chloro-8-((3-hydroxy-2-(pyridin-3-yl)propyl)thio)-2-oxo-6-(trifluoromethyl)-1,2-dihydroquinazolin-4-yl)-2,6-dimethylpiperazine-1-carboxylic acid tert-butyl ester